BrC=1C=C2C(=NC1)N(N=C2)COCC[Si](C)(C)C 5-bromo-1-((2-(trimethylsilyl)ethoxy)methyl)-1H-pyrazolo[3,4-b]pyridine